1,2,4-butanetriol trimethacrylate C(C(=C)C)(=O)OCC(CCOC(C(=C)C)=O)OC(C(=C)C)=O